ClC1=CC2=C(C=N1)C=C(N2C)C2=NC(=NC=C2)C=C 6-chloro-1-methyl-2-(2-vinylpyrimidin-4-yl)-1H-pyrrolo[3,2-c]pyridine